CC1CCN2C(O1)=C(C=N2)C(=O)N 5-methyl-6,7-dihydro-5H-pyrazolo[5,1-b][1,3]Oxazine-3-carboxamide